2-(1-(cyclopropylmethyl)-6-methoxy-1H-pyrrolo[2,3-b]pyridin-2-yl)-7-methoxy-1H-benzo[d]imidazole-5-carboxylate C1(CC1)CN1C(=CC=2C1=NC(=CC2)OC)C2=NC1=C(N2)C(=CC(=C1)C(=O)[O-])OC